4-(6-(4-(4-isopropylpiperazin-1-yl)phenyl)-1-methyl-4-(1-(tetrahydro-2H-pyran-4-yl)piperidin-4-yl)-1H-benzo[d]imidazol-2-yl)tetrahydro-2H-thiopyran 1,1-dioxide C(C)(C)N1CCN(CC1)C1=CC=C(C=C1)C=1C=C(C2=C(N(C(=N2)C2CCS(CC2)(=O)=O)C)C1)C1CCN(CC1)C1CCOCC1